(S)-1'-(2-((2,3-dichlorophenyl)thio)thiazolo[5,4-c]pyridin-6-yl)-1,3-dihydrospiro[inden-2,4'-piperidin]-1-amine ClC1=C(C=CC=C1Cl)SC=1SC=2C=NC(=CC2N1)N1CCC2(CC1)[C@@H](C1=CC=CC=C1C2)N